C1(CC1)C1=NN(C=2C=3C=C(N=CC3NC(=NC12)C1=C(C=CC=C1F)F)N1CCOCC1)COCC[Si](C)(C)C 2-[[5-cyclopropyl-8-(2,6-difluorophenyl)-13-morpholino-3,4,7,9,12-pentazatricyclo[8.4.0.02,6]tetradeca-1(10),2(6),4,7,11,13-hexaen-3-yl]methoxy]ethyl-trimethyl-silane